C(CCCCCCCC)(=O)OCC(OC(CCCCCCCC)=O)COC(CCCCCCCC)=O 1,2,3-Tripelargonoyl-glycerin